N-[4-(2-amino-5-methyl-1,3-thiazol-4-yl)phenyl]cyclopropanecarboxamide NC=1SC(=C(N1)C1=CC=C(C=C1)NC(=O)C1CC1)C